N-benzyl-3-((4-oxo-7-(5-(trifluoromethyl)-1H-pyrazol-4-yl)quinazolin-3(4H)-yl)methyl)benzamide C(C1=CC=CC=C1)NC(C1=CC(=CC=C1)CN1C=NC2=CC(=CC=C2C1=O)C=1C=NNC1C(F)(F)F)=O